C(=O)O.C(C)OC1=C(N=CC(=N1)C1=CNC2=C(C=CC=C12)C#N)NC1CNCC1 3-(6-ethoxy-5-(pyrrolidin-3-ylamino)pyrazin-2-yl)-1H-indole-7-carbonitrile formate